C1(CC1)C1=CC(=CC=C1)N=C=O 1-cyclopropyl-3-isocyanato-benzene